C(C)(C)(C)C(C(=O)[O-])(C(=O)[O-])CCCCC.[Ca+2] calcium 2-(tert-butyl)-2-pentylmalonate